tert-butyl 4-{3-carbamoyl-2-(2-chloro-4-phenoxyphenyl)-4-[(4-methoxyphenyl)methyl]-4,5,6,7-tetrahydro-2H-pyrazolo[4,3-b]pyridin-7-yl}piperazine-1-carboxylate C(N)(=O)C=1N(N=C2C1N(CCC2N2CCN(CC2)C(=O)OC(C)(C)C)CC2=CC=C(C=C2)OC)C2=C(C=C(C=C2)OC2=CC=CC=C2)Cl